OC1(CC1)C(=O)N1CC2(C1)CN(C2)C=2C=NC=C(C2)C=2C=C1C=CC(=NC1=CC2)OC (1-hydroxycyclopropyl)(6-(5-(2-methoxyquinolin-6-yl)pyridin-3-yl)-2,6-diazaspiro[3.3]heptane-2-yl)methanone